2-Amino-5-((S)-5H-imidazo[5,1-a]isoindol-5-yl)-4,5,6,7-tetrahydropyrazolo[1,5-a]pyridin-4-ol NC1=NN2C(C(C(CC2)[C@@H]2N3C(C4=CC=CC=C24)=CN=C3)O)=C1